N-[(2S,3R,4S)-2-[(2,4'-difluoro-3'-methyl-[1,1'-biphenyl]-3-yl)methyl]-4-fluoro-1-(oxetane-2-carbonyl)pyrrolidin-3-yl]ethanesulfonamide FC1=C(C=CC=C1C[C@@H]1N(C[C@@H]([C@@H]1NS(=O)(=O)CC)F)C(=O)C1OCC1)C1=CC(=C(C=C1)F)C